2-(bromomethyl)-5-(4-fluorophenyl)-1,3,4-oxadiazole BrCC=1OC(=NN1)C1=CC=C(C=C1)F